Cl.ClC1=C(C#N)C=CC(=C1)OC1C(C(C1(C)C)N)(C)C 2-Chloro-4-((1r,3r)-3-amino-2,2,4,4-tetramethylcyclobutyloxy)benzonitrile hydrochloride